Cl.N[C@@H](CC(N)=O)C(=O)O asparagine-HCl